(S*)-2-(5-Chloro-3-methyl-1H-pyrazol-4-yl)-6-(4-ethyl-3-(hydroxymethyl)-5-oxo-4,5-dihydro-1H-1,2,4-triazol-1-yl)-7-fluoro-4-(prop-1-en-2-yl)-3,4-dihydroisoquinolin-1(2H)-one ClC1=C(C(=NN1)C)N1C(C2=CC(=C(C=C2[C@@H](C1)C(=C)C)N1N=C(N(C1=O)CC)CO)F)=O |o1:15|